NCC(CN)(C)C 1,3-diamino-2,2-dimethyl-propane